OC[C@H]1CN(CC1)C\C=C/C1=CC=C(C=C1)C1OC2=CC=C(C=C2C(=C1C1=CC(=CC=C1)O)C)O 2-{4-[(Z)-3-((R)-3-Hydroxymethylpyrrolidin-1-yl)propenyl]phenyl}-3-(3-hydroxyphenyl)-4-methyl-2H-chromen-6-ol